(S)-N-(5-(2-(2-aminopyridin-3-yl)-5-(1H-pyrazol-1-yl)-3H-imidazo[4,5-b]pyridin-3-yl)-2,3-dihydro-1H-inden-1-yl)-4-hydroxybenzamide NC1=NC=CC=C1C1=NC=2C(=NC(=CC2)N2N=CC=C2)N1C=1C=C2CC[C@@H](C2=CC1)NC(C1=CC=C(C=C1)O)=O